FC(C1=CC=C(C=C1)C(C(=O)O)=C)(F)F (4-(Trifluoromethyl)phenyl)acrylic acid